(5-(methoxycarbonyl)-2-methylphenyl)boronic acid COC(=O)C=1C=CC(=C(C1)B(O)O)C